5-(4-((4-(1H-pyrazol-4-yl)phenyl)amino)pyrimidin-2-yl)-N-methyl-N-(2,2,2-trifluoroethyl)-1H-indole-2-carboxamide N1N=CC(=C1)C1=CC=C(C=C1)NC1=NC(=NC=C1)C=1C=C2C=C(NC2=CC1)C(=O)N(CC(F)(F)F)C